C(C)[C@@H]([C@H](C)OCC1=CC=CC=C1)N1N=CN(C1=O)C1=CC=C(C=C1)N1CCN(CC1)C1=CC=C(C=C1)O 2-[(1S,2S)-1-ethyl-2-benzyloxypropyl]-2,4-dihydro-4-[4-[4-(4-hydroxyphenyl)-1-piperazinyl]phenyl]-3H-1,2,4-triazole-3-one